1,3-dibutylimidazolium ethyl-sulfate C(C)OS(=O)(=O)[O-].C(CCC)N1C=[N+](C=C1)CCCC